NC=1C=2N(C(=C(N1)C1=CC=C(C=C1)F)C=1C=CC=3N(C1)C(=CN3)C)C=C(N2)C(=O)NC23CC(C2)(C3)CN 8-amino-N-[3-(aminomethyl)bicyclo[1.1.1]pentan-1-yl]-6-(4-fluorophenyl)-5-{3-methylimidazo[1,2-a]pyridin-6-yl}imidazo[1,2-a]pyrazine-2-carboxamide